CC(CC(CCCO)O)CC 6-methyl-1,4-octanediol